N-benzyl-6,7-dimethoxy-3,4-dihydronaphthalen-2-amine C(C1=CC=CC=C1)NC1=CC2=CC(=C(C=C2CC1)OC)OC